tert-butyl 3-(hydroxymethyl)azetidine-1-carboxylate OCC1CN(C1)C(=O)OC(C)(C)C